ClC1=CC=C(C2=CC=CC=C12)O[C@@H]1CN(CC1)CC(=O)N1[C@@H](CCC1)C#N (S)-1-(2-((S)-3-((4-chloronaphthalen-1-yl)oxy)pyrrolidin-1-yl)acetyl)pyrrolidine-2-carbonitrile